COC=1C(=CC2=CNN=C2C1)C(=O)NC=1C(N(C=CC1)C=1C=NN(C1)C)=O 6-methoxy-N-(1-(1-methyl-1H-pyrazol-4-yl)-2-oxo-1,2-dihydropyridin-3-yl)-2H-indazole-5-carboxamide